1-(trifluoromethanesulfonyl)indazol-6-ol FC(S(=O)(=O)N1N=CC2=CC=C(C=C12)O)(F)F